2-(3-((5-((5-Bromo-1-(tetrahydro-2H-pyran-2-yl)-1H-indazol-4-yl)carbamoyl)thiazol-2-yl)amino)-1H-pyrazol-1-yl)acetic acid BrC=1C(=C2C=NN(C2=CC1)C1OCCCC1)NC(=O)C1=CN=C(S1)NC1=NN(C=C1)CC(=O)O